(E)-4-(propenyl)morpholine C(=C\C)/N1CCOCC1